C(N)(=O)C=1C=[N+](C=CC1)C1CCOCC1 3-carbamoyl-1-(tetrahydro-2H-pyran-4-yl)-pyridin-1-ium